N-(3-chlorophenyl)hydrazine ClC=1C=C(C=CC1)NN